N-(2-methoxyethyl)acetamide hydrochloride Cl.COCCNC(C)=O